3-(5-((2-(3-(1H-indazol-4-yl)azetidin-1-yl)cyclohexyl)oxy)-1-oxoisoindolin-2-yl)piperidine-2,6-dione N1N=CC2=C(C=CC=C12)C1CN(C1)C1C(CCCC1)OC=1C=C2CN(C(C2=CC1)=O)C1C(NC(CC1)=O)=O